COC=1C=NC(=NC1)C1=CC=C(C=C1)C1=CC(=CC=C1C(F)(F)F)COC=1C=CC(=NC1)[C@@H]1[C@H](C1)C(=O)O (1S,2S)-2-{5-[4'-(5-methoxy-pyrimidin-2-yl)-6-trifluoromethyl-biphenyl-3-ylmethoxy]-Pyridin-2-yl}-cyclopropanecarboxylic acid